NC1CCN(CC1)C=1N(C(C(=C(N1)C1=CC=C(C#N)C=C1)C=1C=NN(C1)CC(F)(F)F)=O)C 4-{2-(4-amino-piperidin-1-yl)-1-methyl-6-oxo-5-[1-(2,2,2-trifluoro-ethyl)-1H-pyrazol-4-yl]-1,6-dihydro-pyrimidin-4-yl}-benzonitrile